N-(5-Cyano-4-(((1R,2R)-2-methoxycyclobutyl)amino)pyridin-2-yl)-7-formyl-6-(((S)-3-methoxy-2-carbonylpyrrolidin-1-yl)methyl)-3,4-dihydro-1,8-naphthyridin-1(2H)-carboxamide C(#N)C=1C(=CC(=NC1)NC(=O)N1CCCC2=CC(=C(N=C12)C=O)CN1C([C@H](CC1)OC)=C=O)N[C@H]1[C@@H](CC1)OC